C1(CC1)N1N=C(C=C1C1(NC=C(C(=N1)NC(C([2H])([2H])[2H])([2H])[2H])C(F)(F)F)N)C(C)(C)N1N=CC(=N1)C 2-(1-cyclopropyl-3-(2-(4-methyl-2H-1,2,3-triazol-2-yl)propan-2-yl)-1H-pyrazol-5-yl)-N4-(ethyl-d5)-5-(trifluoromethyl)pyrimidine-2,4-diamine